(E)-3-(Benzylthio)-3-[dimethyl(phenyl)silyl]-1-phenylprop-2-en-1-one C(C1=CC=CC=C1)S/C(=C/C(=O)C1=CC=CC=C1)/[Si](C1=CC=CC=C1)(C)C